(Z)-N-benzyl-3-(4-chlorophenyl)acrylamide C(C1=CC=CC=C1)NC(\C=C/C1=CC=C(C=C1)Cl)=O